5-(6-(azetidin-1-yl)-1-(tetrahydrofuran-3-yl)-1H-benzo[d]imidazol-2-yl)-2-hydroxy-3-methoxybenzoic acid N1(CCC1)C=1C=CC2=C(N(C(=N2)C=2C=C(C(=C(C(=O)O)C2)O)OC)C2COCC2)C1